3,4-dimethyl-5-(2-hydroxyethyl)iodothiazole CN1C(SC(=C1C)CCO)I